N'-hydroxyacetamidine ON=C(C)N